N-(5-((6-((R)-3-(2,3-difluorophenyl)isoxazolidine-2-yl)pyrimidine-4-yl)amino)-2-((S)-3,4-dimethylpiperazine-1-yl)-4-methoxyphenyl)acrylamide FC1=C(C=CC=C1F)[C@@H]1N(OCC1)C1=CC(=NC=N1)NC=1C(=CC(=C(C1)NC(C=C)=O)N1C[C@@H](N(CC1)C)C)OC